FC=1C=CC(=C(C1)S(=O)(=O)N1CC(OCC1)C1=C(SC2=C1C=CC=C2)C(=O)N)C [4-(5-Fluoro-2-methyl-phenyl)sulfonylmorpholin-2-yl]benzothiophen-2-carboxamid